ClC=1C2=C(N=CN1)C=C(C(=N2)N2CCN(C1(CC1)C2)C(=O)OC(C)(C)C)OC tert-butyl 7-(4-chloro-7-methoxy-pyrido[3,2-d]pyrimidin-6-yl)-4,7-diazaspiro[2.5]octane-4-carboxylate